4-acryloylpiperazine C(C=C)(=O)N1CCNCC1